C12(CC3CC(CC(C1)C3)C2)\C=C\2/NC(N(C2=O)C2CC3(CC(C3)OC3=C(C(=O)N)C=CC=N3)C2)=O (((R)-6-((Z)-4-((adamantan-1-yl)methylene)-2,5-dioxoimidazolidin-1-yl)spiro[3.3]heptan-2-yl)oxy)nicotinamide